5-fluoro-2-(4-(3-(7-fluoro-5-methyl-1-oxo-1,2-dihydroisoquinolin-3-yl)propionyl)piperazin-1-yl)benzonitrile FC=1C=CC(=C(C#N)C1)N1CCN(CC1)C(CCC=1NC(C2=CC(=CC(=C2C1)C)F)=O)=O